(S)-2-((methoxy-d3)methyl)-2-methyl-7-(Benzenesulfonyl)-1,2,4,7-tetrahydro-3H-pyrrolo[3',2':5,6]pyrido[3,4-b]pyrazin-3-one C(OC[C@@]1(NC2=C(NC1=O)C=NC1=C2C=CN1S(=O)(=O)C1=CC=CC=C1)C)([2H])([2H])[2H]